O1CC(CC1)O tetrahydro-3-furanol